6-bromo-7-fluoro-1-(phenylsulfonyl)-1H-indole BrC1=CC=C2C=CN(C2=C1F)S(=O)(=O)C1=CC=CC=C1